CC([O-])C.CC([O-])C.CC([O-])C.CC([O-])C.[Hf+4] hafnium(IV) tetraisopropoxide